ClC1=CC=C(C=C1)C1=C(C(=NN1C1=C(C=C(C=C1)Cl)Cl)C(C(=O)NCCCCCC)=O)C 2-(5-(4-chlorophenyl)-1-(2,4-dichlorophenyl)-4-methyl-1H-pyrazol-3-yl)-N-hexyl-2-oxoacetamide